2'-{[(2S)-1,4-dioxan-2-yl]methyl}-8'-methyl-2',5'-dihydrospiro[cyclobutane-1,4'-furo[2,3-g]indazole]-7'-carboxylic acid O1[C@H](COCC1)CN1N=C2C3=C(CC4(C2=C1)CCC4)OC(=C3C)C(=O)O